NC1=C2C(=NC=N1)N(N=C2I)CC=2C=C1CCN(CC1=CC2)C(=O)OCCCC butyl 6-((4-amino-3-iodo-1H-pyrazolo[3,4-d]pyrimidin-1-yl)methyl)-3,4-dihydroisoquinoline-2(1H)-carboxylate